N'-acetyl-4-amino-N-(2-fluoro-4-(1-(trifluoromethyl)-1H-imidazol-4-yl)benzyl)-N',1-dimethyl-1H-pyrazolo[4,3-c]quinoline-8-carbohydrazide C(C)(=O)N(N(C(=O)C1=CC=2C3=C(C(=NC2C=C1)N)C=NN3C)CC3=C(C=C(C=C3)C=3N=CN(C3)C(F)(F)F)F)C